((1S,3R)-3-(2-(3-(dimethylamino)acryloyl)-3-methoxy-4-methylphenoxy)cyclopentyl)carbamic acid tert-butyl ester C(C)(C)(C)OC(N[C@@H]1C[C@@H](CC1)OC1=C(C(=C(C=C1)C)OC)C(C=CN(C)C)=O)=O